(Z)-N'-hydroxyoxazole-2-carboxamidine O\N=C(/N)\C=1OC=CN1